N-[4-(3-Cyanophenyl)-5-(2,6-dimethyl-4-pyridyl)thiazol-2-yl]-3-oxo-piperazin-1-carboxamid C(#N)C=1C=C(C=CC1)C=1N=C(SC1C1=CC(=NC(=C1)C)C)NC(=O)N1CC(NCC1)=O